acryloxy-methyltriethoxysilan C(C=C)(=O)OC(C)O[Si](OCC)(OCC)C